6-(2-allyl-6-((3-methyl-4-(4-methylpiperazin-1-yl)phenyl)amino)-3-oxo-2,3-dihydro-1H-pyrazolo[3,4-d]pyrimidin-1-yl)pyridin-2-sulfonamide C(C=C)N1N(C2=NC(=NC=C2C1=O)NC1=CC(=C(C=C1)N1CCN(CC1)C)C)C1=CC=CC(=N1)S(=O)(=O)N